C(C)(C)(C)C1=NOC(=N1)C(=O)N[C@@H]1CCCCC2=C1C=CC(=C2)C2=CC(=NC=C2)NC(=O)[C@H]2C(C2)(C)C 3-(tert-butyl)-N-((R)-2-(2-((R)-2,2-dimethylcyclopropane-1-carboxamido)pyridin-4-yl)-6,7,8,9-tetrahydro-5H-benzo[7]annulen-5-yl)-1,2,4-oxadiazole-5-carboxamide